NC12CCC(CC1)(CC2)CN2N=CC=1CN(CCC12)C1=C2C(=NC(=N1)N)N(N=C2)C 4-(1-((4-aminobicyclo[2.2.2]oct-1-yl)methyl)-6,7-dihydro-1H-pyrazolo[4,3-c]pyridin-5(4H)-yl)-1-methyl-1H-pyrazolo[3,4-d]pyrimidin-6-amine